4-(4-((trimethylsilyl)ethynyl)benzyl)morpholine-2-carboxylic acid methyl ester COC(=O)C1CN(CCO1)CC1=CC=C(C=C1)C#C[Si](C)(C)C